BrC=1C=CC=C2C(=CN=CC12)NC(=O)C1=NC=CC=C1 N-(8-bromoisoquinolin-4-yl)pyridinecarboxamide